C1(CC1)C1=NN(C=N1)C1CC2(CN(C2)C(=O)C=2C=NC(=C(C2)C2COC2)OCC2(CC2)C(F)(F)F)C1 [6-(3-cyclopropyl-1,2,4-triazol-1-yl)-2-azaspiro[3.3]heptan-2-yl]-[5-(oxetan-3-yl)-6-[[1-(trifluoromethyl)cyclopropyl]methoxy]-3-pyridinyl]methanone